N-[(S)-(4,4-Difluorocyclohexyl)-[6-[(1R)-1-(4,4,4-trifluorobutanoylamino)ethyl]-1H-benzimidazol-2-yl]methyl]-1-(3,3,3-trifluoropropyl)pyrazole-4-carboxamide FC1(CCC(CC1)[C@H](NC(=O)C=1C=NN(C1)CCC(F)(F)F)C1=NC2=C(N1)C=C(C=C2)[C@@H](C)NC(CCC(F)(F)F)=O)F